(2s,4r)-4-fluoro-N-(1-methyl-1H-pyrazol-4-yl)pyrrolidine-2-carboxamide hydrochloride Cl.F[C@@H]1C[C@H](NC1)C(=O)NC=1C=NN(C1)C